FC=1C=C(C#N)C=CC1C=1N(C=C(N1)C(F)(F)F)CCOCCO 3-fluoro-4-(1-(2-(2-hydroxyethoxy)ethyl)-4-(trifluoromethyl)-1H-imidazol-2-yl)benzonitrile